[As]([O-])(O)(O)=O.[As](O)(O)(O)=O.[Na+] sodium arsenate (arsenate)